methyl (4-hydroxy-7-phenoxyisoquinoline-3-carbonyl)-glycinate OC1=C(N=CC2=CC(=CC=C12)OC1=CC=CC=C1)C(=O)NCC(=O)OC